ClC1=CC(=C(C=C1)C1=NC(=CC=2N=C(N(C(C21)=O)C)C)N2C[C@H](CC2)C2=CC=CC=C2)F (R)-5-(4-chloro-2-fluorophenyl)-2,3-dimethyl-7-(3-phenylpyrrolidin-1-yl)pyrido[4,3-d]pyrimidin-4(3H)-one